C1(CCCC1)OC=1C(=C(OC[C@@H]2N(C[C@H](C2)O)C(=O)OC(C)(C)C)C=C(C1)C)C(=O)OC tert-butyl (2R,4S)-2-((3-(cyclopentyloxy)-2-(methoxycarbonyl)-5-methylphenoxy)methyl)-4-hydroxypyrrolidine-1-carboxylate